C(C)[N+](=C1C=CC(C=C1)=C(C1=CC=C(C=C1)N(CC)CC1=CC(=CC=C1)S(=O)(=O)O)C1=C(C=CC=C1)S(=O)(=O)[O-])CC1=CC(=CC=C1)S(=O)(=O)O 2-[α-[4-(N-ethyl-3-sulfobenzyliminio)-2,5-cyclohexadienylidene]-4-(N-ethyl-3-sulfobenzylamino)benzyl]benzenesulfonate